2-amino-3-chloro-N-((1R)-1-(2-pyrimidinyl)ethyl)-N-((5-(trifluoromethyl)-2-pyridinyl)methyl)-1,7-naphthyridine-6-carboxamide NC1=NC2=CN=C(C=C2C=C1Cl)C(=O)N(CC1=NC=C(C=C1)C(F)(F)F)[C@H](C)C1=NC=CC=N1